N[C@H](C(=O)N)C[C@H]1C(NCC1)=O (S)-2-amino-3-[(S)-2-oxopyrrolidin-3-yl]propionamide